N-ethylguanidino-2-sulfopropylenediamine C(C)NCC(C)(NNC(=N)N)S(=O)(=O)O